6-hydroxy-8-oxatricyclo[3.2.1.02,4]octane-2-carboxamide OC1C2C3CC3(C(C1)O2)C(=O)N